Dihydropyridin-2-one hydrochloride Cl.N1C(CCC=C1)=O